C(C)(C)NC1=NC=CC(=C1)CN1C(N(C(C1(C)C)=O)C1=CC=C2C(CN(C2=C1)C)(C)C)=O 1-((2-(isopropylamino)pyridin-4-yl)methyl)-5,5-dimethyl-3-(1,3,3-trimethylindolin-6-yl)imidazolidine-2,4-dione